3-chloro-2-(2-(1,3-dimethyl-1H-pyrazol-4-yl)phenyl)-N-((3R,3aR,6R,6aR)-6-hydroxyhexahydrofuro[3,2-b]furan-3-yl)imidazo[1,2-a]pyridine-7-carboxamide ClC1=C(N=C2N1C=CC(=C2)C(=O)N[C@H]2[C@@H]1[C@H](OC2)[C@@H](CO1)O)C1=C(C=CC=C1)C=1C(=NN(C1)C)C